CO[C@@H](CN(CC[C@@H](C(=O)O)NC1=NC=NC=C1C1=CC=CC=C1)CCCCC1=NC=2NCCCC2C=C1)C (S)-4-(((R)-2-methoxypropyl)(4-(5,6,7,8-tetrahydro-1,8-naphthyridin-2-yl)butyl)amino)-2-((5-phenylpyrimidin-4-yl)amino)butanoic acid